BrC(CCN1C(C2=CC=CC=C2C1=O)=O)C(C)=O 2-(3-bromo-4-oxopentyl)isoindoline-1,3-dione